1-(3-Hydroxyazetidine-1-yl)-2-(2-phenyl-1,2,3,4-tetrahydroquinoline-6-yl)ethane-1-one OC1CN(C1)C(CC=1C=C2CCC(NC2=CC1)C1=CC=CC=C1)=O